2-((1-methyl-6-nitro-2-oxo-1,2-dihydroquinolin-4-yl)amino)propanamide CN1C(C=C(C2=CC(=CC=C12)[N+](=O)[O-])NC(C(=O)N)C)=O